4-bromophenyl-2,6-diphenylpyrimidine BrC1=CC=C(C=C1)C1=NC(=NC(=C1)C1=CC=CC=C1)C1=CC=CC=C1